FC=1C=2N(C=C(C1)NC(=O)C1=CC=C(C3=CN(N=C13)CC(C)O)N1CCN(CC1)C(=O)OC(C)(C)C)C=C(N2)C tert-butyl 4-[7-({8-fluoro-2-methylimidazo[1,2-a]pyridin-6-yl} carbamoyl)-2-(2-hydroxypropyl)indazol-4-yl]piperazine-1-carboxylate